OC(CNCCCC[C@H](N)C(=O)O)CCCCCCCCCC N6-(2-hydroxydodecyl)lysine